FC1=C(OCC(=O)NCCCCCCNC(COC2=C3C(N(C(C3=CC=C2)=O)C2C(NC(CC2)=O)=O)=O)=O)C(=CC=C1F)C=1N=C(SC1)N1CCOCC1 2-(2,3-difluoro-6-(2-morpholinothiazol-4-yl)phenoxy)-N-(6-(2-((2-(2,6-dioxopiperidin-3-yl)-1,3-dioxoisoindolin-4-yl)oxy)acetamido)hexyl)acetamide